2-((R)-1-acryloyl-4-((6S,7S)-7-(2,3-dihydro-1H-inden-4-yl)-6-methyl-2-(((S)-1-methylpyrrolidin-2-yl)methoxy)-5,6,7,8-tetrahydroquinazolin-4-yl)piperazin-2-yl)acetonitrile C(C=C)(=O)N1[C@@H](CN(CC1)C1=NC(=NC=2C[C@@H]([C@H](CC12)C)C1=C2CCCC2=CC=C1)OC[C@H]1N(CCC1)C)CC#N